1,2-bis(3-methyl-phenoxy)ethane CC=1C=C(OCCOC2=CC(=CC=C2)C)C=CC1